F[B-](F)(F)F.C(C)(C)(C)N1C(N(CC1)C(C)(C)C)=NC1=CC=C(C(=O)O)C=C1.[Bi+3].F[B-](F)(F)F.F[B-](F)(F)F bismuth (III) (4-((1,3-di-tert-butylimidazolidin-2-ylidene)amino)benzoic acid) tetrafluoroborate